(R)-3-((2r,5r)-2,5-diphenylphospholane-1-yl)-1,1,1-trifluoropropan-2-ol C1(=CC=CC=C1)[C@@H]1P([C@H](CC1)C1=CC=CC=C1)C[C@@H](C(F)(F)F)O